NC1=CC2=CC(=CC=C2C=C1)S(=O)(=O)O 2-aminonaphthalene-7-sulphonic acid